methyl 3-phenyl-5-(1-hydroxyethyl)-4H-isoxazole-5-carboxylate C1(=CC=CC=C1)C1=NOC(C1)(C(=O)OC)C(C)O